N1N=NN=C1C(=O)N tetrazoleamid